NC(C(=O)NCC(=O)OC)C(C)(C)SCC1=CC=C(C=C1)OC methyl (2-amino-3-((4-methoxybenzyl)thio)-3-methylbutanoyl)glycinate